1-(3-iodo-7-methyl-2-(pyridin-4-yl)quinolin-5-yl)ethan-1-one IC=1C(=NC2=CC(=CC(=C2C1)C(C)=O)C)C1=CC=NC=C1